1-(4-chlorophenoxy)-N-(3-(5-(5-oxo-4,5-dihydro-1,2,4-oxadiazol-3-yl)thiophen-3-yl)phenyl)cyclopentane-1-carboxamide ClC1=CC=C(OC2(CCCC2)C(=O)NC2=CC(=CC=C2)C2=CSC(=C2)C2=NOC(N2)=O)C=C1